ClCCN1CCC(CC1)F 1-(2-chloroethyl)-4-fluoro-piperidine